5-Cyclopropyl-3-fluoro-2-[4-[[(3R,5R)-5-fluoro-1-methyl-3-piperidyl]amino]-pyrrolo[1,2-d][1,2,4]triazin-1-yl]phenol C1(CC1)C=1C=C(C(=C(C1)O)C=1C=2N(C(=NN1)N[C@H]1CN(C[C@@H](C1)F)C)C=CC2)F